tert-butyl (2R,4S)-2-(((S)-1-((4-(N-((benzyloxy) carbonyl) amidino) benzyl) amino)-1-oxopropan-2-yl) carbamoyl)-4-phenylpiperidine-1-carboxylate C(C1=CC=CC=C1)OC(=O)NC(=N)C1=CC=C(CNC([C@H](C)NC(=O)[C@@H]2N(CC[C@@H](C2)C2=CC=CC=C2)C(=O)OC(C)(C)C)=O)C=C1